FC1=CC=C(C=C1)C(C)(C)O 2-(4-Fluoro-phenyl)-2-propanol